4-(6-chloropyrido[3,2-d]pyrimidin-4-yl)morpholine ClC=1C=CC=2N=CN=C(C2N1)N1CCOCC1